((2R,4S,5R)-2-((S)-1-(4-fluorophenyl)-1,2,3,4-tetrahydroisoquinoline-2-carbonyl)-5-(prop-2-yn-1-yloxy)tetrahydro-2H-pyran-4-yl)carbamic acid tert-butyl ester C(C)(C)(C)OC(N[C@H]1C[C@@H](OC[C@@H]1OCC#C)C(=O)N1[C@H](C2=CC=CC=C2CC1)C1=CC=C(C=C1)F)=O